NC=1C2=C(N=CN1)N(C(=C2C2=CC=C(C=C2)C(=O)N2CCCC2)[C@@H]2[C@@H](C2)NC(C=C)=O)C N-((1R,2S)-2-(4-amino-7-methyl-5-(4-(pyrrolidine-1-carbonyl)phenyl)-7H-pyrrolo[2,3-d]pyrimidin-6-yl)cyclopropyl)acrylamide